4-Bromo-9H-carbazole-1,2,3,5,6,7,8-d7 BrC1=C(C(=C(C=2NC3=C(C(=C(C(=C3C12)[2H])[2H])[2H])[2H])[2H])[2H])[2H]